C1(=CC=CC=C1)S(=O)(=O)N1C(=CC=2C=NC=CC21)[C@@H](C)NC(=O)[C@H]2N(CC1(C2)CCCCC1)C(=O)OC(C)(C)C Tert-butyl (S)-3-(((R)-1-(1-(phenylsulfonyl)-1H-pyrrolo[3,2-c]pyridin-2-yl)ethyl)carbamoyl)-2-azaspiro[4.5]decane-2-carboxylate